FC1=C(C(=CC(=C1)OC)F)C1=C(C(N(N1C)C1=NC(=CC(=C1)OC)N1C2CN(CC1CC2)C)=O)NC(C2=CC=C(C=C2)OC(F)F)=O N-[5-(2,6-difluoro-4-methoxyphenyl)-2-(4-methoxy-6-{3-methyl-3,8-diazabicyclo[3.2.1]octan-8-yl}pyridin-2-yl)-1-methyl-3-oxo-2,3-dihydro-1H-pyrazol-4-yl]-4-(difluoromethoxy)benzamide